CC1CN(CC=C1)C(C1=CC=C(C=C1)S(=O)(=O)C)=O 3-methyl-1-(4-(methylsulfonyl)benzoyl)-1,2,3,6-tetrahydropyridin